2-chloro-4,6-bis(4-n-butylamino-2,2,6,6-tetramethylpiperidyl)-1,3,5-triazine ClC1=NC(=NC(=N1)N1C(CC(CC1(C)C)NCCCC)(C)C)N1C(CC(CC1(C)C)NCCCC)(C)C